N-(benzyloxy)-6-((4-(4-(trifluoromethyl)phenyl)oxazol-2-yl)amino)pyridazine-3-carboxamide C(C1=CC=CC=C1)ONC(=O)C=1N=NC(=CC1)NC=1OC=C(N1)C1=CC=C(C=C1)C(F)(F)F